FC1=C(C(=CC=C1)[N+](=O)[O-])N1CCC2(CCC2)CC1 7-(2-fluoro-6-nitrophenyl)-7-azaspiro[3.5]nonane